CC1=CC=C(OC=2C=C(C=CC2)CN2CCN(CC2)CC2=NC3=C(N2C[C@H]2OCC2)C=C(C=C3)C(=O)O)C=C1 2-[(4-{[3-(4-methylphenoxy)phenyl]methyl}piperazin-1-yl)methyl]-1-{[(2S)-oxetan-2-yl]methyl}-1H-1,3-benzodiazole-6-carboxylic acid